C(C)SC=1C=C(C=NC1C1=NC=2C(=NC=C(C2)C(F)(F)F)N1C)C1(CC1)C#N 1-[5-ethylsulfanyl-6-[3-methyl-6-(trifluoromethyl)imidazo[4,5-b]pyridin-2-yl]-3-pyridinyl]cyclopropanecarbonitrile